C(C)OC(C)=O.NC1=CC(=C(C(=O)NC[C@@H]2N(CCC2)CC)C=C1S(=O)(=O)CC)OC R-4-amino-N-[(1-ethyl-2-pyrrolidinyl)methyl]-5-(ethylsulfonyl)-2-methoxybenzamide ethyl-acetate